perfluoropentene C(=C(F)F)(C(C(C(F)(F)F)(F)F)(F)F)F